N[C@@H](CN1C(N(C(=C(C1=O)C1=C(C(=CC=C1)OC)F)C)CC1=C(C=CC=C1C(F)(F)F)F)=O)C1=CC=CC=C1 3-((R)-2-amino-2-phenyl-ethyl)-5-(2-fluoro-3-methoxy-phenyl)-1-(2-fluoro-6-trifluoromethyl-benzyl)-6-methyl-1H-pyrimidine-2,4-dione